N-(9,10-Dioxo-9,10-dihydrophenanthren-2-yl)-2,2-dimethylpropionamide O=C1C2=CC=CC=C2C=2C=CC(=CC2C1=O)NC(C(C)(C)C)=O